ClC=1C=C(C=C2C(=C(C=NC12)C#N)NCC(C)(C)C)N[C@@H](C1=C2C=CN=CC2=CC=C1)C=1N=NN(C1)C1CC1 (S)-8-chloro-6-(((1-cyclopropyl-1H-1,2,3-triazol-4-yl)(isoquinolin-5-yl)methyl)amino)-4-(neopentylamino)quinoline-3-carbonitrile